C(C)(C)(C)OC(=O)N1CCC(C2=CC=CC=C12)NCC=1C(=NC(=NC1)SC)Cl 4-[(4-chloro-2-methylsulfanyl-pyrimidin-5-yl)methylamino]-3,4-dihydro-2H-quinoline-1-carboxylic acid tert-butyl ester